1-(2-(((6-bromopyrimidin-4-yl)amino)methyl)-6-cyclopropylimidazo[1,2-a]pyridin-8-yl)-3-methyldihydropyrimidine-2,4(1H,3H)-dione BrC1=CC(=NC=N1)NCC=1N=C2N(C=C(C=C2N2C(N(C(CC2)=O)C)=O)C2CC2)C1